FC(CN1CCC2(CC1)OC1=C(C2)C=C(C(=C1)N1CCOCC1)NC(=O)C=1C=NN2C1N=CC=C2)F N-[1'-(2,2-difluoroethyl)-6-morpholino-spiro[3H-benzofuran-2,4'-piperidine]-5-yl]pyrazolo[1,5-a]pyrimidine-3-carboxamide